COCCN1C(=NC=2C1=NC(=CC2)C=2C=CN1N=C(N=CC12)NC1CC2(CNC2)C1)C 5-(3-(2-methoxyethyl)-2-methyl-3H-imidazo[4,5-b]pyridin-5-yl)-N-(2-azaspiro[3.3]heptane-6-yl)pyrrolo[2,1-f][1,2,4]triazin-2-amine